CC1CN2C(C3=CC=CC=C13)=NC(=C2)C(F)(F)F 6-methyl-2-(trifluoromethyl)-5,6-dihydroimidazo[2,1-a]isoquinoline